Cl.N[C@H]1CN(CC1)S(=O)(=O)N1CCC2(CN(C2)C[C@H]2CN(CC2)C=2N=CN=NC2OC2=C(C(=O)N(C(C)C)C(C)C)C=C(C=C2)F)CC1 2-((5-((S)-3-((7-(((R)-3-aminopyrrolidin-1-yl)sulfonyl)-2,7-diazaspiro[3.5]nonan-2-yl)methyl)pyrrolidin-1-yl)-1,2,4-triazin-6-yl)oxy)-5-fluoro-N,N-diisopropylbenzamide hydrochloride